CC(=O)OC[C@@H]1[C@H]([C@@H]([C@H]([C@@H](O1)OC2=CC3=C(C=C(C=C3[O+]=C2C4=CC(=C(C=C4)O)O)O)O)O)O)O The molecule is an anthocyanin cation consisting of cyanidin having a 6-O-acetyl-beta-D-glucosyl residue attached at the 3-hydroxy position. It has a role as a plant metabolite. It is an anthocyanin cation, a beta-D-glucoside, a monosaccharide derivative and an acetate ester. It derives from a cyanidin cation.